COC1=C(C=C2C(=CC=NC2=C1)OC1=CC=CC=N1)C=1C=NNC1 6-[7-methoxy-6-(1H-pyrazol-4-yl)quinolin-4-yl]oxypyridin